(4-(6-(4-(((Tert-butoxycarbonyl)(2-fluoroethyl)amino)methyl)phenyl)-1,2,4,5-tetrazin-3-yl)benzyl)(2-hydroxyethyl)carbamate C(C)(C)(C)OC(=O)N(CCF)CC1=CC=C(C=C1)C1=NN=C(N=N1)C1=CC=C(COC(NCCO)=O)C=C1